methanesulfonyl-(2-dicyclohexylphosphino-2,4,6-tri-isopropyl-1,1-biphenyl) CS(=O)(=O)C1C(C(=C(C=C1C(C)C)C(C)C)C1=CC=CC=C1)(C(C)C)P(C1CCCCC1)C1CCCCC1